4-(2-Fluoro-5-{6-[3-(methanesulfonylamino-methyl)-pyrrolidin-1-yl]-2-methyl-pyridin-3-yl}-benzyloxy)-1,1a,6,6a-tetrahydro-cyclopropa[a]indene-1-carboxylic acid, ethyl ester FC1=C(COC2=CC=3CC4C(C3C=C2)C4C(=O)OCC)C=C(C=C1)C=1C(=NC(=CC1)N1CC(CC1)CNS(=O)(=O)C)C